NC1=NC=CC=C1C(C)=O 1-(2-aminopyridin-3-yl)ethanone